(6-chloro-5-methylpyridazin-3-yl)(pyridin-3-yl)methanol ClC1=C(C=C(N=N1)C(O)C=1C=NC=CC1)C